BrC1=CC=C2CCN(C(C2=C1)=O)CC(CN1CC2=CC=CC=C2CC1)O[Si](C)(C)C(C)(C)C 7-bromo-2-(2-((tert-butyldimethylsilyl)oxy)-3-(3,4-dihydroisoquinolin-2(1H)-yl)propyl)-3,4-dihydroisoquinolin-1(2H)-one